tert-butyl (R)-4-(2-(4-chloro-2-fluorophenyl)-2H-chromen-8-yl)piperidine-1-carboxylate ClC1=CC(=C(C=C1)[C@@H]1OC2=C(C=CC=C2C=C1)C1CCN(CC1)C(=O)OC(C)(C)C)F